p-Isocyanatobenzylisocyanat N(=C=O)C1=CC=C(CN=C=O)C=C1